O[C@@H]1[C@H](N(CC1)C(=O)OC(C)(C)C)C(NC=1C=C(C=CC1)C)=O tert-butyl (2S,3S)-3-hydroxy-2-(m-tolylcarbamoyl)pyrrolidine-1-carboxylate